1-(2-tert-butylcyclohexyl)oxy-butan-2-ol C(C)(C)(C)C1C(CCCC1)OCC(CC)O